6-cyclopropyl-5-(hydroxymethyl)-N-[3-[(1S)-1-[(4-methyl-1,2,4-triazol-3-yl)sulfanyl]ethyl]phenyl]pyridine-2-carboxamide C1(CC1)C1=C(C=CC(=N1)C(=O)NC1=CC(=CC=C1)[C@H](C)SC1=NN=CN1C)CO